(3-fluoropyridin-4-yl)zinc bromide [Br-].FC=1C=NC=CC1[Zn+]